BrCCCCCOC(CCC(OCCCCCC)OCCCCCC)=O 4,4-bis(hexyloxy)butanoic acid 5-bromopentanyl ester